2-[[(1R)-1-[3,6-Dimethyl-2-(1-methylpyrazol-4-yl)-4-oxo-chromen-8-yl]ethyl]amino]benzonitrile CC1=C(OC2=C(C=C(C=C2C1=O)C)[C@@H](C)NC1=C(C#N)C=CC=C1)C=1C=NN(C1)C